S1C(=NC2=C1C=CC=C2)NC2=C(C1=C(N=N2)N(CCC1)C=1SC(=C(N1)C(=O)O)CCCOC1=C(C=C(C=C1)C#CCN(CC)CC)F)C 2-[3-(1,3-Benzothiazol-ylamino)-4-methyl-6,7-dihydro-5H-pyrido[2,3-c]pyridazin-8-yl]-5-[3-[4-[3-(diethylamino)prop-1-ynyl]-2-fluoro-phenoxy]propyl]thiazole-4-carboxylic acid